dibenzo[b,f]azepine C1=CC=CC=2NC3=C(C=CC21)C=CC=C3